NC1=CC2=C(N(N=C2C(=C1C(=O)C1=C(C=CC(=C1)F)Cl)Br)C)OC(F)F {5-amino-7-bromo-3-[(difluoromethyl)oxy]-2-methylindazol-6-yl}(2-chloro-5-fluorophenyl)methanone